4-(2-((2-Methoxy-6-methyl-5,6,7,8-tetrahydro-1,6-naphthyridin-3-yl)amino)quinazolin-8-yl)-3,6-Dihydropyridine-1(2H)-carboxylate COC1=NC=2CCN(CC2C=C1NC1=NC2=C(C=CC=C2C=N1)C=1CCN(CC1)C(=O)[O-])C